4,6-dichloronicotinaldehyde ClC1=CC(=NC=C1C=O)Cl